NC1=NNC2=C(C=C(C=C12)C1=C2C(=NC=C1)NC(=C2)C(C)(C)O)C#CC(C)(C)C 2-(4-(3-Amino-7-(3,3-dimethylbut-1-yn-1-yl)-1H-indazol-5-yl)-1H-pyrrolo[2,3-b]pyridin-2-yl)propan-2-ol